exo-arabinose O=C[C@@H](O)[C@H](O)[C@H](O)CO